C(C)(C)(C1=CC=CC=C1)C=1C=CC=2NC3=CC=C(C=C3SC2C1)C(C)(C)C1=CC=CC=C1 3,7-dicumyl-phenothiazine